FC1=C(CN2[C@@H](CCC2=O)CC(=O)N[C@@H](C(C)C)C(=O)OCC2=NC(=CC=C2)F)C=CC=C1F (6-Fluoropyridin-2-yl)methyl (2-((S)-1-(2,3-difluorobenzyl)-5-oxopyrrolidin-2-yl)acetyl)-L-valinate